(5-chloro-1-methyl-3-(5-methylisoxazol-3-yl)-1H-pyrazol-4-yl)(2-((3,3-dimethylbutyl)amino)-6-azaspiro[3.4]octan-6-yl)methanone ClC1=C(C(=NN1C)C1=NOC(=C1)C)C(=O)N1CC2(CC(C2)NCCC(C)(C)C)CC1